NC=1C(=C(C=CC1)C=1N=C(SC1Br)C1=CC=C(C=C1)N1CCN(CC1)C(=O)OC(C)(C)C)F tert-butyl 4-{4-[4-(3-amino-2-fluorophenyl)-5-bromo-1,3-thiazol-2-yl]phenyl}piperazine-1-carboxylate